C1(=CC=CC=C1)C1(CC(C(CC1)C(CO)C)O)C 1-phenyl-menthane-3,9-diol